N1(N=CC=C1)C1=C2C=CC(=NC2=CC=C1)C(=O)NS(=O)(=O)C=1C=C(C=CC1OC)C(C(=O)OC)(C)C methyl 2-(3-(N-(5-(1H-pyrazol-1-yl)quinoline-2-carbonyl) sulfamoyl)-4-methoxyphenyl)-2-methylpropanoate